4,4'-bis(N-(3-methylphenyl)-N-phenylamino)biphenyl tert-butyl-(R)-(1-(5-(trifluoromethyl)-1H-indol-3-yl)propan-2-yl)carbamate C(C)(C)(C)N(C(O)=O)[C@@H](CC1=CNC2=CC=C(C=C12)C(F)(F)F)C.CC=1C=C(C=CC1)N(C1=CC=CC=C1)C1=CC=C(C=C1)C1=CC=C(C=C1)N(C1=CC(=CC=C1)C)C1=CC=CC=C1